ZINC-MANGANESE DIOXIDE [O-2].[O-2].[Mn+2].[Zn+2]